(S)-N-(1-(6-(2-(difluoromethyl)pyridin-3-yl)-5-fluoro-1-neopentyl-1H-indol-3-yl)-2,2-difluoroethyl)cyclopropanesulfonamide FC(C1=NC=CC=C1C1=C(C=C2C(=CN(C2=C1)CC(C)(C)C)[C@@H](C(F)F)NS(=O)(=O)C1CC1)F)F